C(C)(=O)C1=CC=CC(=N1)C(CNC(=O)C1=NOC(=C1)C1=C(C=C(C=C1)F)F)(C)C=1C=NN(C1)C N-[2-(6-acetyl-2-pyridyl)-2-(1-methylpyrazol-4-yl)propyl]-5-(2,4-difluorophenyl)isoxazole-3-carboxamide